2-(2-hydroxypropan-2-yl)-N-(5-(5-methoxybenzo[d]oxazol-2-yl)-8-(methylamino)-2,7-naphthyridin-3-yl)cyclopropane-1-carboxamide OC(C)(C)C1C(C1)C(=O)NC=1N=CC2=C(N=CC(=C2C1)C=1OC2=C(N1)C=C(C=C2)OC)NC